tert-butyl (4-((6-oxa-3-azabicyclo[3.1.1]heptan-3-yl)sulfonyl)-2-methoxyphenyl)carbamate C12CN(CC(O1)C2)S(=O)(=O)C2=CC(=C(C=C2)NC(OC(C)(C)C)=O)OC